[Ge].[Sn].[Ba] barium tin germanium